CC1OCC1N1C(=CC2=C1N=C(N=C2)SC)C#N racemic-7-(2-methyloxetan-3-yl)-2-(methylthio)-7H-pyrrolo[2,3-d]pyrimidine-6-carbonitrile